ClCC(=O)N1C2=C(OCC1)N=CC(=C2)CC2=CC=C(C=C2)F 2-chloro-1-(7-(4-fluorobenzyl)-2,3-dihydro-1H-pyrido[2,3-b][1,4]oxazin-1-yl)ethan-1-one